2-(2-(cyclopropanesulfonyl)pyrimidin-4-yl)-N-(4-(6-methoxypyrazin-2-yl)phenyl)acetamide C1(CC1)S(=O)(=O)C1=NC=CC(=N1)CC(=O)NC1=CC=C(C=C1)C1=NC(=CN=C1)OC